COC(CN1CCC(CC1)N1N=CC(=C1)C=1C=C(C=2N(C1)N=CC2C#N)C=2C=NC(=CC2)N2CCN(CC2)CC2=NC=CC=C2)OC 6-[1-[1-(2,2-dimethoxyethyl)-4-piperidyl]pyrazol-4-yl]-4-[6-[4-(2-pyridylmethyl)piperazin-1-yl]-3-pyridyl]pyrazolo[1,5-a]pyridine-3-carbonitrile